[Na+].C(C)C1=C(C(=CC=C1)CC)N(C(CS(=O)(=O)[O-])=O)COCCCC 2-[(2,6-diethylphenyl)(butoxymethyl)amino]-2-oxo-ethanesulfonic acid, sodium salt